BrC(C(=O)NCCCCCCCCCCCC(=O)O)(C)C 12-(2-bromoisobutyramido)dodecanoic acid